COC(=O)C1=NC(=C(N=C1)OC)C=O.NC1=NC=CC(=C1)CN1CCN(CC1)C=1C=CC(=NC1C)C(=O)NC 5-(4-((2-aminopyridin-4-yl)methyl)piperazin-1-yl)-N,6-dimethylpicolinamide methyl-6-formyl-5-methoxypyrazine-2-carboxylate